C(CCCCCCCCCCCCCCCCCCCCCCCCCCCCCCCCCC)(=O)OCCCCCCCCCCCCCCCC Hexadecan-1-yl Pentatriacontanoate